(4-(2-(3-(2,4-dimethoxy-3-methylphenyl)propyl)-5-hydroxyphenoxy)butyl)triphenyl-phosphonium formate C(=O)[O-].COC1=C(C=CC(=C1C)OC)CCCC1=C(OCCCC[P+](C2=CC=CC=C2)(C2=CC=CC=C2)C2=CC=CC=C2)C=C(C=C1)O